NC=1C2=C(N=CN1)N(C(=C2C2=CC(=C(C=C2)Cl)C)C#CC2CN(C2)[C@@H]2[C@@H](CN(CC2)C(C=C)=O)F)CC 1-((3R,4S)-4-(3-((4-amino-5-(4-chloro-3-methylphenyl)-7-ethyl-7H-pyrrolo[2,3-d]pyrimidin-6-yl)ethynyl)azetidin-1-yl)-3-fluoropiperidin-1-yl)prop-2-en-1-one